4-ethoxy-1-methyl-1,4-azaphosphine-4-oxide C(C)OP1(C=CN(C=C1)C)=O